(dicyclohexyl)phosphane C1(CCCCC1)PC1CCCCC1